N-allyl-2,5-dichloro-N-methylpyrimidin-4-amine C(C=C)N(C1=NC(=NC=C1Cl)Cl)C